C[C@@H](CN[C@@H]([C@@H]1CNC2=C(N1)N=CC=C2)C2=CC=CC=C2)C2=CC=C(C#N)C=C2 4-[(1R)-1-methyl-2-[[(R)-phenyl-[(3S)-1,2,3,4-tetrahydropyrido[2,3-b]pyrazin-3-yl]methyl]amino]ethyl]benzonitrile